BrC1=CC=C2CCC[C@H](C2=C1)[C@@H](C(=O)NC1=CC=C(C=C1)N1C(=NC=C1)C)NC(=O)C=1N(N=CC1)C N-[(1S)-1-[(1R)-7-bromotetralin-1-yl]-2-[4-(2-methylimidazol-1-yl)anilino]-2-oxo-ethyl]-2-methyl-pyrazole-3-carboxamide